ClC1=CC=C2C(=CNC2=C1)S(=O)(=O)NC1=C(C=C(C(=C1)F)C(F)(F)F)F 6-chloro-N-[2,5-difluoro-4-(trifluoromethyl)phenyl]-1H-indole-3-sulfonamide